6-(trifluoromethyl)quinoxaline 1-oxide FC(C=1C=C2N=CC=[N+](C2=CC1)[O-])(F)F